NC=1N=CC2=C(N1)C1(C(N(C2)C=2C=C(C=CC2C)NC(C2=CC(=CC(=C2)C(F)(F)F)O)=O)=O)CC1 N-(3-(2'-Amino-7'-oxo-5'H-spiro[cyclopropane-1,8'-pyrido[4,3-d]pyrimidine]-6'(7'H)-yl)-4-methylphenyl)-3-hydroxy-5-(trifluoromethyl)benzamide